ClC1=C(C=CC=C1C1=CC=C(C(=N1)OC)[C@@H](O)[C@@H]1NCCC1)C1=C(C(=CC=C1)C1=CC=C(C(=N1)OC)[C@@H](O)[C@@H]1NCCC1)Cl (1R,1'R)-((2,2'-dichloro-[1,1'-biphenyl]-3,3'-diyl)bis(2-methoxypyridine-6,3-diyl))bis(((R)-pyrrolidin-2-yl)methanol)